FC(C(=O)O)(F)F.CN1C=2C=3C=CN=C(CCC(C(C(C(NC2C=N1)=O)C)[2H])[2H])C3 Methyl-9-methyl-(10,11-2H2)-3,4,7,15-tetraazatricyclo[12.3.1.02,6]Octadeca-1(18),2(6),4,14,16-pentaen-8-one trifluoroacetate